ethyl 6-(((3,5-bis(trifluoromethyl) phenyl)) oxy)-1-ethyl-4-oxo-1,4-dihydroquinoline-3-carboxylate FC(C=1C=C(C=C(C1)C(F)(F)F)OC=1C=C2C(C(=CN(C2=CC1)CC)C(=O)OCC)=O)(F)F